FC1=CC=C2C3=C(NC2=C1)C(=NC=C3)C(=O)OCC ethyl 7-fluoro-9H-pyrido[3,4-b]indole-1-carboxylate